methyl (1R,3R,3aS,6aS)-4,6-dioxo-3,3a-diphenyl-5-benzyloctahydropyrrolo[3,4-c]pyrrole-1-carboxylate O=C1[C@@]2([C@H](C(N1CC1=CC=CC=C1)=O)[C@@H](N[C@@H]2C2=CC=CC=C2)C(=O)OC)C2=CC=CC=C2